isopropyl 4-(5-cyano-3,3-dimethyl-2,3-dihydro-1H-pyrrolo[3,2-b]pyridin-1-yl)-2-((4-((2-(dimethylamino)ethyl)(methyl)amino)-2-methoxy-5-nitrophenyl)amino)pyrimidine-5-carboxylate C(#N)C1=CC=C2C(=N1)C(CN2C2=NC(=NC=C2C(=O)OC(C)C)NC2=C(C=C(C(=C2)[N+](=O)[O-])N(C)CCN(C)C)OC)(C)C